C(C=C)P(C1=CC=C(C2=C1CCO2)N)(CC=C)=O diallyl-(7-amino-2,3-dihydrobenzofuran-4-yl)phosphine oxide